N,N-bis(2-sulfo-5,5-dimethyl-1,3,2-dioxaphosphorinanyl)ethylenediamine S(=O)(=O)(O)P1OCC(C(O1)N(CCN)C1OP(OCC1(C)C)S(=O)(=O)O)(C)C